CC=1N=C(C2=C(N1)NC(C=C2)=O)SC 2-methyl-4-(methylthio)pyrido[2,3-d]pyrimidin-7(8H)-one